ClC=1C(=CC(=C(C(=O)NS(=O)(=O)N2C(CCCC2)C)C1)F)OCC1CCCC1 5-chloro-4-(cyclopentylmethoxy)-2-fluoro-N-((2-methylpiperidin-1-yl)sulfonyl)benzamide